CC(C)(COP(=O)(O)OP(=O)(O)OC[C@@H]1[C@H]([C@H]([C@@H](O1)N2C=NC3=C(N=CN=C32)N)O)OP(=O)(O)O)[C@H](C(=O)NCCC(=O)NCCSC(=O)C/C=C/CCO)O The molecule is a hydroxy fatty acyl-CoA that results from the formal condensation of the thiol group of coenzyme A with the carboxy group of 6-hydroxyhex-3-enoic acid. It is a hydroxy fatty acyl-CoA, a homoallylic alcohol and a monounsaturated fatty acyl-CoA. It derives from a coenzyme A and a 6-hydroxyhex-3-enoic acid.